((2-hydroxyethyl)amino)-4-(3-(2-oxooxazolidin-3-yl)phenyl)-5,7-dihydro-6H-pyrrolo[3,4-d]pyrimidine-6-carbonitrile OCCNC=1N=C(C2=C(N1)CN(C2)C#N)C2=CC(=CC=C2)N2C(OCC2)=O